5-ethyl-2-(2-hydroxy-2-methylpropyl)-6-(4-(1-methyl-1H-pyrazol-3-yl)benzyl)isoindolin-1-one C(C)C=1C=C2CN(C(C2=CC1CC1=CC=C(C=C1)C1=NN(C=C1)C)=O)CC(C)(C)O